1-(azepan-1-yl)-3-(p-toluenesulfonyl)urea N1(CCCCCC1)NC(=O)NS(=O)(=O)C1=CC=C(C)C=C1